C(CC=CCCCCCC)=O Deca-3-en-1-one